C(C)(C)(C)OC(=O)N[C@@H](CCC(=O)OC)C(N[C@@H]([C@H](CC)C)C(NC)=O)=O methyl (4S)-4-{[(tert-butoxy)carbonyl]amino}-4-{[(1S,2S)-2-methyl-1-(methylcarbamoyl)butyl]carbamoyl}butanoate